C(C)(C)(C)OC(=O)N1C[C@@H](CCC1)NC(CN1N=C(C2=C(C1=O)N(N=C2)C)C(C)C)=O (3R)-3-[[2-(4-isopropyl-1-methyl-7-oxo-pyrazolo[3,4-d]pyridazin-6-yl)acetyl]amino]piperidine-1-carboxylic acid tert-butyl ester